ClC(OC1=CC=C(C=C1)NC(=O)C1=CN(C(C=C1)=O)C1=CC2=C(N(N=N2)C)C=C1)(F)F N-[4-(Chlorodifluoromethoxy)phenyl]-1-(1-methyl-1H-1,2,3-benzotriazol-5-yl)-6-oxo-1,6-dihydropyridine-3-carboxamide